C(CC)[Si](OCC)(OCC)CC propyl-ethyl-diethoxysilane